[O-]CCCC.[O-]CCCC.[Hf+2].FC1C(C1)C(=O)NC=1N=C2N(C=C(C=C2F)C2=C(C=CC(=C2)F)C)C1 2-fluoro-N-(8-fluoro-6-(5-fluoro-2-methylphenyl)imidazo[1,2-a]pyridin-2-yl)cyclopropane-1-carboxamide HAFNIUM DI-n-BUTOXIDE